OC1=C(C(=CC(=C1)C(F)(F)F)C)C=1C=NC=2C(N1)=NN(C2)CC2CC(N(C2)C(C)C)=O 4-((6-(2-hydroxy-6-methyl-4-(trifluoromethyl)phenyl)-2H-pyrazolo[3,4-b]pyrazin-2-yl)methyl)-1-isopropylpyrrolidin-2-one